C(C1=CC=CC=C1)N(C(C1=CC(=C(C=C1)NC1=NC=C(C(=N1)C=1C=NN(C1)C(C)C)Cl)OC)=O)C N-benzyl-4-((5-chloro-4-(1-isopropyl-1H-pyrazol-4-yl)pyrimidin-2-yl)amino)-3-methoxy-N-methylbenzamide